2-[(4-isothiocyanatophenyl)methyl]-1,4,7,10-tetraazacyclododecane-1,4,7,10-tetraacetamide tetrahydrochloride Cl.Cl.Cl.Cl.N(=C=S)C1=CC=C(C=C1)CC1N(CCN(CCN(CCN(C1)CC(=O)N)CC(=O)N)CC(=O)N)CC(=O)N